7-[(Z)-hydroxy(2,4,6-trimethoxyphenyl)methylene]furo[2',3':1,2]benzo[4,5-d][1,3]dioxolan-6-one O\C(=C\1/C(OC=2C1=CC=1OCOC1C2)=O)\C2=C(C=C(C=C2OC)OC)OC